tert-Butyl 6-[[tert-butyl(diphenyl)silyl]oxymethyl]-2-oxo-3-(3-oxo-4H-pyrido[3,2-b][1,4]oxazin-6-yl)-1-oxa-3,8-diazaspiro[4.5]decane-8-carboxylate [Si](C1=CC=CC=C1)(C1=CC=CC=C1)(C(C)(C)C)OCC1C2(CN(C(O2)=O)C=2C=CC=3OCC(NC3N2)=O)CCN(C1)C(=O)OC(C)(C)C